C(=C)(C)C1=C(C=C(C=C1)C(=C)C)CC 2,5-diisopropenyl-1-ethylbenzene